1-tert-butyl-N-{[3-(4-{[(3S,4R)-1-cyclopropyl-3-fluoropiperidin-4-yl]amino}-1-(2,2,2-trifluoroethyl)-1H-indol-2-yl)-1,2,4-oxadiazol-5-yl]methyl}-1H-imidazole-4-carboxamide C(C)(C)(C)N1C=NC(=C1)C(=O)NCC1=NC(=NO1)C=1N(C2=CC=CC(=C2C1)N[C@H]1[C@H](CN(CC1)C1CC1)F)CC(F)(F)F